C(C)(C)C1=C(C(=CC=C1)N)N (E)-isopropylbenzene-1,2-diamine